2-(8-bromo-6-chloro-2,2-dioxido-3,4-dihydrobenzo[e][1,2,3]oxathiazin-4-yl)-1-phenylethan-1-one BrC1=CC(=CC=2C(NS(OC21)(=O)=O)CC(=O)C2=CC=CC=C2)Cl